CC(=CCC/C(=C/C=C/C(=C/C=C/C(=C/C=C/C=C(/C)\C=C\C=C(/C)\C=C\C=C(/C)\CCC=C(C)C)/C)/C)/C)C 13-cis-lycopene